N1C(=CC2=CC=CC=C12)C1=CC(=O)NC1=O 3-(indole-2-yl)maleimide